tert-butyl 4-fluoro-4-[[(2S)-2-methyl-4-[6-[5-(1-methylcyclopropoxy)-2-(2-trimethylsilylethoxymethyl)indazol-3-yl]pyrimidin-4-yl]piperazin-1-yl]methyl]piperidine-1-carboxylate FC1(CCN(CC1)C(=O)OC(C)(C)C)CN1[C@H](CN(CC1)C1=NC=NC(=C1)C=1N(N=C2C=CC(=CC12)OC1(CC1)C)COCC[Si](C)(C)C)C